(R)-N-(3,3-Difluoro-1-methylpiperidin-4-yl)-5-(3-(2,2-difluoroethyl)-2-methyl-3H-imidazo[4,5-b]pyridin-5-yl)-N4-methylpyrrolo[2,1-f][1,2,4]triazine-2,4-diamine FC1(CN(CC[C@H]1NC1=NN2C(C(=N1)NC)=C(C=C2)C2=CC=C1C(=N2)N(C(=N1)C)CC(F)F)C)F